(1aR,5aR)-2-(2,4-Difluoro-phenyl)-1a,2,5,5a-tetrahydro-1H-2,3-diaza-cyclopropa[a]pentalene-4-carboxylic acid (2-morpholin-4-yl-2-pyridin-3-yl-ethyl)-amide N1(CCOCC1)C(CNC(=O)C=1C=2C[C@@H]3[C@H](C2N(N1)C1=C(C=C(C=C1)F)F)C3)C=3C=NC=CC3